(2S,5S)-5-(4-chlorobenzyl)-4-(1-(imidazo[1,2-a]pyridin-5-yl)piperidin-4-yl)-2-methylmorpholine hydrochloride Cl.ClC1=CC=C(C[C@H]2CO[C@H](CN2C2CCN(CC2)C2=CC=CC=3N2C=CN3)C)C=C1